1-(trifluoromethane-sulfonyl)-1H-benzotriazole FC(S(=O)(=O)N1N=NC2=C1C=CC=C2)(F)F